C(C)(=O)O[C@@H]1COCC[C@H]1NC1=NN2C(C=N1)=C(C=C2C(=C)C(F)(F)F)F (3S,4R)-4-{[5-fluoro-7-(3,3,3-trifluoroprop-1-en-2-yl)pyrrolo[2,1-f][1,2,4]triazin-2-yl]amino}oxan-3-yl acetate